2-(6-(5,5-Dimethyl-6,7-dihydro-5H-pyrrolo[2,1-c][1,2,4]triazol-3-yl)pyridine-2-yl)-6-(3,5-dimethylpiperidin-1-yl)-1-oxo-2,3-dihydro-1H-pyrrolo[3,4-c]pyridine CC1(CCC2=NN=C(N21)C2=CC=CC(=N2)N2CC=1C=NC(=CC1C2=O)N2CC(CC(C2)C)C)C